4-{4-(trifluoromethyl)phenoxy}quinoline-2-carbonitrile FC(C1=CC=C(OC2=CC(=NC3=CC=CC=C23)C#N)C=C1)(F)F